C1(CC1)N(CC[C@@H](C(=O)O)NC(C(C)(C=1C=NC=CC1)C)=O)CCCCC1=NC=2NCCCC2C=C1 (S)-4-(cyclopropyl(4-(5,6,7,8-tetrahydro-1,8-naphthyridin-2-yl)butyl)amino)-2-(2-methyl-2-(pyridin-3-yl)propanamido)butanoic acid